ClC=1C=C(C(=O)O)C(=CN1)NC(C)C=1C=C(C=C2C(N(C(=NC12)N1CCC(CC1)(C)C)C)=O)F 2-chloro-5-((1-(2-(4,4-dimethylpiperidin-1-yl)-6-fluoro-3-methyl-4-oxo-3,4-dihydroquinazolin-8-yl)ethyl)amino)isonicotinic acid